8-methoxy-5,5-dimethyl-N7-[(2R)-2-[tert-butyl(dimethyl)silyl]oxy-3-chloro-propyl]-6H-benzo[h]quinazoline-4,7-diamine COC1=CC=C2C(CC(C=3C(=NC=NC23)N)(C)C)=C1NC[C@H](CCl)O[Si](C)(C)C(C)(C)C